C(C)(C)(C)OC(=O)N1C(C=2N(N=C(C2C1)NC(C1=CC=C(C=C1)[N+](=O)[O-])=O)CC)(C)C 1-Ethyl-6,6-dimethyl-3-(4-nitrobenzamido)-4,6-dihydropyrrolo[3,4-c]pyrazole-5(1H)-carboxylic acid tert-butyl ester